N[C@H](C)C=1C=C(C=C2C(N(C(=NC12)C1(CCOCC1)C)C1CC1)=O)F 8-[(1R)-1-aminoethyl]-3-cyclopropyl-6-fluoro-2-(4-methyltetrahydropyran-4-yl)quinazolin-4-one